ClC=1C(=C(C(=CC1N1CC(CC1)(C1N(C(CC1)(C)C)C)OC)F)S(=O)(=O)NC1=NC(=CC=C1)F)F 3-Chloro-2,6-difluoro-N-(6-fluoro-2-pyridyl)-4-[3-methoxy-3-[1,5,5-trimethylpyrrolidin-2-yl]pyrrolidin-1-yl]benzenesulfonamide